ClC=1C=C2CC(COC2=CC1)C(=O)C1=CN(C2=C1C=NC(=C2)C=2C(=NNC2)OC)CCN(C)C (6-chlorochroman-3-yl)-[1-[2-(dimethylamino)ethyl]-6-(3-methoxy-1H-pyrazol-4-yl)pyrrolo[3,2-c]pyridin-3-yl]methanone